C(C)(C)(C)C=1C=C(C=C(C1O)C(C)(C)C)CCC(=O)OCC(COC(CCC1=CC(=C(C(=C1)C(C)(C)C)O)C(C)(C)C)=O)(COC(CCC1=CC(=C(C(=C1)C(C)(C)C)O)C(C)(C)C)=O)COC(CCC1=CC(=C(C(=C1)C(C)(C)C)O)C(C)(C)C)=O pentaerythritol tetra{beta-(3,5-di-tert-butyl-4-hydroxyphenyl) propionate}